[O-]O.C1(=CC=CC=C1)C(C)C.C1(=CC=CC=C1)C(C)C dicumene hydroperoxide